trans-4-((4-(2-Cyclopropyloxazol-4-yl)-pyridine-2-yl)((trans-4-(5-methoxy-6-methylpyridin-2-yl)-cyclohexyl)methyl)-carbamoyl)cyclohexyl 3-methylazetidine-1-carboxylate CC1CN(C1)C(=O)O[C@@H]1CC[C@H](CC1)C(N(C[C@@H]1CC[C@H](CC1)C1=NC(=C(C=C1)OC)C)C1=NC=CC(=C1)C=1N=C(OC1)C1CC1)=O